5-fluorobenzo[b]furan-2-carboxamide FC1=CC2=C(OC(=C2)C(=O)N)C=C1